C(C)C1=CCC(C=C1CC)(CC)CC 2,3,5,5-tetraethyl-1,3-cyclohexadiene